N2-[2-(1,4-diazabicyclo[4.4.0]decan-4-yl)pyridin-5-yl]-5-methyl-N4-(2-oxo-2,3-dihydro-1,3-benzoxazol-5-yl)-2,4-pyrimidinediamine N12CCN(CC2CCCC1)C1=NC=C(C=C1)NC1=NC=C(C(=N1)NC=1C=CC2=C(NC(O2)=O)C1)C